N-(2,3-dihydroxy-2-methylpropyl)-7-(methylamino)pyrazolo[1,5-a]pyrimidine-3-carboxamide OC(CNC(=O)C=1C=NN2C1N=CC=C2NC)(CO)C